C[C@@]1([C@@H](C2=CC3=NC(=CC4=C(C(=C([N-]4)C=C5[C@@]([C@@H](C(=N5)C=C1[N-]2)CCC(=O)[O-])(C)CC(=O)[O-])CC(=O)[O-])CCC(=O)[O-])C(=C3CC(=O)[O-])CCC(=O)[O-])CCC(=O)[O-])CC(=O)[O-].[Co] The molecule is a cyclic tetrapyrrole anion obtained by deprotonation of the carboxy groups of cobalt-sirohydrochlorin; major species at pH 7.3. It is a conjugate base of a cobalt-sirohydrochlorin.